sodium tertiarybutoxide CC(C)(C)[O-].[Na+]